C(#N)C1(CC1)C=1C=C(C(=O)NC(C)C2=NC=CN=C2C2=NC=CC=N2)C=C(C1)C(F)(F)F 3-(1-cyanocyclopropyl)-N-[1-(3-pyrimidin-2-ylpyrazin-2-yl)ethyl]-5-(trifluoromethyl)benzamide